2-methyl-2-[5-[(3S)-3-amino-5,5,7-trifluoro-2-oxo-1-[[4-[5-(trifluoromethyl)tetrazol-2-yl]phenyl]methyl]-3,4-dihydro-1-benzazepin-8-yl]-1,3,4-oxadiazol-2-yl]propanenitrile CC(C#N)(C)C=1OC(=NN1)C1=CC2=C(C(C[C@@H](C(N2CC2=CC=C(C=C2)N2N=C(N=N2)C(F)(F)F)=O)N)(F)F)C=C1F